n-dodecylcaprolactam C(CCCCCCCCCCC)C1C(=O)NCCCC1